4-((4-(5-methoxy-2-methyl-4-nitrophenyl)piperazin-1-yl)methyl)piperidine COC=1C(=CC(=C(C1)N1CCN(CC1)CC1CCNCC1)C)[N+](=O)[O-]